4-(5-{[(5-chlorothiophen-2-yl)methyl]amino}-1-(3-hydroxy-2,2-dimethylpropanoyl)-1H-pyrazol-3-yl)-3-methyl-1-(pyrrolidine-1-sulfonyl)azetidin-2-one ClC1=CC=C(S1)CNC1=CC(=NN1C(C(CO)(C)C)=O)C1C(C(N1S(=O)(=O)N1CCCC1)=O)C